ClC=1C=C(C=CC1)N1C(N(C(C1)C#N)C1=CN=CC2=CC=C(C=C12)S(=O)(=O)C)=O 1-(3-chlorophenyl)-3-(6-(methylsulfonyl)isoquinolin-4-yl)-2-oxoimidazoline-4-carbonitrile